CC=1C(=C2C=CN(C2=CC1)S(=O)(=O)C1=CC=CC=C1)[N+](=O)[O-] 5-methyl-4-nitro-1-(phenylsulfonyl)-1H-indole